NC1=NNC2=CC=CC(=C12)C=1C=C2C=CC=C(C2=CC1)C(=O)NC1=CC(=CC=C1)OC 6-(3-amino-1H-indazol-4-yl)-N-(3-methoxyphenyl)-1-naphthalenecarboxamide